2-amino-5-acetamidobenzoic acid NC1=C(C(=O)O)C=C(C=C1)NC(C)=O